N-[4-(Chlorodifluoromethoxy)phenyl]-1-[1-(difluoromethyl)-1H-pyrazol-3-yl]-6-oxo-1,6-dihydropyridine-3-carboxamide ClC(OC1=CC=C(C=C1)NC(=O)C1=CN(C(C=C1)=O)C1=NN(C=C1)C(F)F)(F)F